C(C)OC1=C(C(N(C=C1)C1=CC=C(C=C1)F)=O)C(=O)NC1=CC(=C(C=C1)OC1=C2C(=NC=C1)NN=C2N[C@@H](COC)C)F (R)-4-ethoxy-N-(3-fluoro-4-((3-((1-methoxypropan-2-yl)amino)-1H-pyrazolo[3,4-b]pyridin-4-yl)oxy)phenyl)-1-(4-fluorophenyl)-2-oxo-1,2-dihydropyridine-3-carboxamide